4-((2-(4-isopropylpiperidin-1-yl)pyrimidin-5-yl)amino)adamantan-1-ol C(C)(C)C1CCN(CC1)C1=NC=C(C=N1)NC1C2CC3(CC(CC1C3)C2)O